CN(CCC1(C(C=C(C(=C1)F)NC1=NC=C(C(=N1)C1=CN(C2=CC=CC=C12)C)C(F)(F)F)N)NC)C 1-(2-(dimethylamino)ethyl)-5-fluoro-N1-methyl-N4-(4-(1-methyl-1H-indol-3-yl)-5-(trifluoromethyl)pyrimidin-2-yl)benzene-1,2,4-triamine